tert-Butyl (5-(4-(1,3-dioxolan-2-yl)pyridin-3-yl)-5-oxo-3-(trifluoromethyl)pentyl)carbamate O1C(OCC1)C1=C(C=NC=C1)C(CC(CCNC(OC(C)(C)C)=O)C(F)(F)F)=O